tetramethyl 9H-carbazole-1,2,3,4-tetracarboxylate C1(=C(C(=C(C=2C3=CC=CC=C3NC12)C(=O)OC)C(=O)OC)C(=O)OC)C(=O)OC